1-(8-Bromo-3,3-difluoro-3,4-dihydropyrido[3,2-b][1,4]oxazepin-5(2H)-yl)ethan-1-one BrC1=CC=2OCC(CN(C2N=C1)C(C)=O)(F)F